tripropylammonium tetrakis-(2,3,4,6-tetrafluorophenyl)borate FC1=C(C(=CC(=C1F)F)F)[B-](C1=C(C(=C(C=C1F)F)F)F)(C1=C(C(=C(C=C1F)F)F)F)C1=C(C(=C(C=C1F)F)F)F.C(CC)[NH+](CCC)CCC